C12(CC3CC(CC(C1)C3)C2)CN2N=CC(=C2C)C2=C(C=3N(C=C2)C(=CN3)C=3N=NC(=C(C3)C)Cl)C(=O)OC methyl 7-(1-(adamantan-1-ylmethyl)-5-methyl-1H-pyrazol-4-yl)-3-(6-chloro-5-methylpyridazin-3-yl)imidazo[1,2-a]pyridine-8-carboxylate